2-Chloro-4-hydrazinoquinazoline ClC1=NC2=CC=CC=C2C(=N1)NN